O(CCC)C1=C(O)C=CC(=C1)C(C)(C)C1=CC=C(C=C1)O propoxyl-bisphenol A